C(C(=C)C)(=O)OC[NH+](C)C N-methacryloyloxymethyl-N,N-dimethyl-ammonium